(R)-(3-hydroxypyrrolidin-1-yl)(1-methyl-5-(4-(5-(trifluoromethyl)-1,2,4-oxadiazol-3-yl)pyridin-2-yl)-1H-pyrrolo[2,3-c]pyridin-2-yl)methanone O[C@H]1CN(CC1)C(=O)C1=CC=2C(=CN=C(C2)C2=NC=CC(=C2)C2=NOC(=N2)C(F)(F)F)N1C